[Br-].C(C1=CC=CC=C1)[N+](C)(C)CCCCCCCC benzyloctyl-dimethyl-ammonium bromide